(S)-quinuclidin-3-yl (5'-(4-chlorophenyl)-1',3'-dihydrospiro[cyclopropane-1,2'-inden]-1'-yl)carbamate ClC1=CC=C(C=C1)C=1C=C2CC3(C(C2=CC1)NC(O[C@@H]1CN2CCC1CC2)=O)CC3